C(C)(C)(C)C=1C(=CC(=C(C1)C(CCCC(C1=C(C=C(C(=C1)C(C)(C)C)O)C)C1=C(C=C(C(=C1)C(C)(C)C)O)C)C1=C(C=C(C(=C1)C(C)(C)C)O)C)C)O 1,1,5,5-Tetra(5-tert-butyl-4-hydroxy-2-methylphenyl)pentan